C(C)(C)(C)OC(NC(=O)OC(C)(C)C)=O (tert-Butoxycarbonyl)carbamic acid tert-butyl ester